2,3,4-tri-O-acetyl-6-deoxy-beta-D-glucopyranosyl-amide C(C)(=O)O[C@H]1[C@@H](O[C@@H]([C@H]([C@@H]1OC(C)=O)OC(C)=O)C)[NH-]